tris(2-hydroxyethyl)propyl-(2-hydroxyethyl)amine OCCC(CCNCCO)(CCO)CCO